[1-[3-(4-fluoro-1H-1,3-benzodiazol-2-yl)-5-(3-fluoro-5-methylphenyl)pyridin-4-yl]azetidin-3-yl]methanamine trifluoroacetic acid salt FC(C(=O)O)(F)F.FC1=CC=CC=2NC(=NC21)C=2C=NC=C(C2N2CC(C2)CN)C2=CC(=CC(=C2)C)F